FC1=CC(=C(C=C1CCC)C1=NOC(=C1)CN1CCN(CC1)C)OC 3-(4-fluoro-2-methoxy-5-propylphenyl)-5-((4-methylpiperazine-1-yl)methyl)isoxazole